2-isopropoxy-6,7,8,9-tetrahydro-5H-pyrazino[2,3-d]azepine C(C)(C)OC=1C=NC2=C(CCNCC2)N1